C[NH2+]CC[C@@H](C1=CC=CC=C1)OC2=CC=C(C=C2)C(F)(F)F The molecule is an organic cation resulting from the protonation of the amino group of (S)-fluoxetine. It is an ammonium ion derivative and an organic cation. It is a conjugate acid of a (S)-fluoxetine. It is an enantiomer of a (R)-fluoxetine(1+).